ClC1=NC(=CC(=N1)C(=O)N1CCOCC1)NC(C)(CC(C)(C)C)C (2-chloro-6-((2,4,4-trimethylpentan-2-yl)amino)pyrimidin-4-yl)(morpholino)methanone